C1CC12N(CCC2)CC#N 2-(4-azaspiro[2.4]hept-4-yl)acetonitrile